COC1=NC=CC2=C(C=CC=C12)C1=NSC(=C1C(F)(F)F)C(=O)OCC ethyl 3-(1-methoxyisoquinolin-5-yl)-4-(trifluoromethyl)-1,2-thiazole-5-carboxylate